9-(((2S,3R)-3-ethyl-5-oxopyrrolidin-2-yl)methoxy)-6-fluoroimidazo[1,2-a]quinoline-4-carboxamide C(C)[C@H]1[C@H](NC(C1)=O)COC=1C=CC(=C2C=C(C=3N(C12)C=CN3)C(=O)N)F